P(=O)(O)(O)O.NC1=CC=CC=C1 aniline monophosphate